C12CN(CC(CC1)N2)CCO 2-(3,8-diazabicyclo[3.2.1]octane-3-yl)ethanol